CC1=CC=CC(=N1)C1=C(C=NN1C1OCCCC1)C1=CC2=C(N=C(N=C2)NC2=CC=C(C=C2)N2CCNCC2)S1 6-(5-(6-methylpyridin-2-yl)-1-(tetrahydro-2H-pyran-2-yl)-1H-pyrazol-4-yl)-N-(4-(piperazin-1-yl)phenyl)thieno[2,3-d]pyrimidin-2-amine